2-(1,3-Dioxoisoindolin-2-yl)-N-phenethylacetamide O=C1N(C(C2=CC=CC=C12)=O)CC(=O)NCCC1=CC=CC=C1